FC(CNC(=O)\N=C\1/SCC(N1C1=C(C=CC(=C1)C)C(C)C)=O)C1CC=C(CC1)C1=NN(C=N1)C1=CC=C(C=C1)OC(F)(F)F (Z)-1-(2-Fluoro-2-(4-(1-(4-(trifluoromethoxy)phenyl)-1H-1,2,4-triazol-3-yl)cyclohex-3-en-1-yl)ethyl)-3-(3-(2-isopropyl-5-methylphenyl)-4-oxothiazolidin-2-ylidene)urea